(2S,11S)-12-oxo-11-(2,2,2-trifluoroacetamido)-1-azatricyclo[6.4.1.0^[4,13]]trideca-4,6,8(13)-triene-2-carboxylate O=C1[C@H](CCC=2C=CC=C3C[C@H](N1C32)C(=O)[O-])NC(C(F)(F)F)=O